C(C1=CC=CC=C1)N(C(O)=O)CC12CCC(CC1)(CC2)C=2OC1=C(N2)C=CC=C1.FC1=CC=C2C(C(NC2=C1F)=O)(C1=CC=C(C=C1)OC(F)(F)F)C1=CC=C(C=C1)O 6,7-difluoro-3-(4-hydroxyphenyl)-3-(4-(trifluoromethoxy)phenyl)indolin-2-one benzyl-{[4-(1,3-benzoxazol-2-yl)bicyclo[2.2.2]octan-1-yl]methyl}carbamate